tert-butyl ((1-(piperidinylmethyl)piperidin-4-yl)methyl)carbamate N1(CCCCC1)CN1CCC(CC1)CNC(OC(C)(C)C)=O